COC1=CCC(C2=CC=CC=C12)=C1NC(=NC(=N1)C(Cl)(Cl)Cl)C(Cl)(Cl)Cl 2-(4-methoxynaphthalenyl-1-yl)-4,6-bis(trichloromethyl)-s-triazine